C(C)(CC)C1C(NC2=C(CN1C(=O)N)C=C(C=C2)Cl)=O 3-(sec-butyl)-7-chloro-2-oxo-1,2,3,5-tetrahydro-4H-benzo[1,4]diazepine-4-carboxamide